1-(4-((1R,5S)-3,8-diazabicyclo[3.2.1]octan-3-yl)-8-fluoro-7-(3-hydroxynaphthalen-1-yl)quinazolin-2-yl)azetidin-3-ol [C@H]12CN(C[C@H](CC1)N2)C2=NC(=NC1=C(C(=CC=C21)C2=CC(=CC1=CC=CC=C21)O)F)N2CC(C2)O